C(\C=C\CCCCCCCCCCC)=O TRANS-2-TETRADECENAL